2-Amino-N-(1-(4-chloro-3-cyano-7-phenyl-1H-indazol-6-yl)ethyl)pyrazolo[1,5-a]pyrimidine-3-carboxamide NC1=NN2C(N=CC=C2)=C1C(=O)NC(C)C1=CC(=C2C(=NNC2=C1C1=CC=CC=C1)C#N)Cl